Methyl (2S,4S)-4-{[(tert-butoxy)carbonyl][(4-methoxyphenyl)methyl]amino}-1-[(2-chlorophenyl)methyl]pyrrolidine-2-carboxylate C(C)(C)(C)OC(=O)N([C@H]1C[C@H](N(C1)CC1=C(C=CC=C1)Cl)C(=O)OC)CC1=CC=C(C=C1)OC